C(C)OC(CCC(=O)N(C1=C(C=C(C=C1)Br)N)C)=O 4-(2-amino-4-bromo-N-methyl-anilino)-4-oxo-butanoic acid ethyl ester